benzyl glutamate hydrochloride Cl.N[C@@H](CCC(=O)O)C(=O)OCC1=CC=CC=C1